(R)-6-(1-(1-(1-acryloylazetidine-3-carbonyl)piperidin-4-yl)-5-methyl-1H-1,2,3-triazol-4-yl)-4-(2-hydroxy-1-(pyridin-2-yl)ethoxy)pyrazolo[1,5-a]pyridine-3-carbonitrile C(C=C)(=O)N1CC(C1)C(=O)N1CCC(CC1)N1N=NC(=C1C)C=1C=C(C=2N(C1)N=CC2C#N)O[C@@H](CO)C2=NC=CC=C2